BrC=1C(=C2C(=NNC(C2=CC1)=O)C(C)C)F 6-bromo-5-fluoro-4-isopropylphthalazin-1(2H)-one